4-(2,3-dichloro-6-hydroxyphenyl)-1-(2,2-difluoro-3-hydroxypropyl)pyrrolidine-2-thione ClC1=C(C(=CC=C1Cl)O)C1CC(N(C1)CC(CO)(F)F)=S